bromotetrafluoroacetone BrC(C(=O)C(F)(F)F)F